biguanide octanedioate C(CCCCCCC(=O)O)(=O)O.NC(=N)NC(=N)N